C(#C)C1=C(C(N(C=2N=C(N=CC21)NC2=CC=C(C=C2)N2CCN(CC2)C)CC2=CN=CO2)=O)C 5-Ethynyl-6-methyl-2-{[4-(4-methylpiperazin-1-yl)phenyl]amino}-8-(1,3-oxazol-5-ylmethyl)pyrido[2,3-d]pyrimidin-7-one